1-acetyl-2-(p-tolyl)hydrazine C(C)(=O)NNC1=CC=C(C=C1)C